2-(4-(tert-butyl)phenyl)-N-((2-(2,6-dioxopiperidin-3-yl)-1-oxoisoindolin-5-yl)methyl)acetamide C(C)(C)(C)C1=CC=C(C=C1)CC(=O)NCC=1C=C2CN(C(C2=CC1)=O)C1C(NC(CC1)=O)=O